FC(OC=1C=NC(=NC1)N[C@@H]1C[C@H](CC1)NC1=CC=C(C=N1)N1C(C(=CC=C1)C(=O)O)=O)F 6'-(((1S,3S)-3-((5-(difluoromethoxy)pyrimidin-2-yl)-amino)cyclopentyl)amino)-2-oxo-2H-[1,3'-bipyridine]-3-carboxylic acid